Pyridoxamine N1=C(C)C(O)=C(CN)C(CO)=C1